(2-fluoro-5-methylphenyl)urea FC1=C(C=C(C=C1)C)NC(=O)N